CC1=C(C=CC=2N(C=NC21)C2=NC(C(C1=CC=CC=C21)(F)F)(C)C)C 1-(4,5-dimethyl-1H-benzoimidazol-1-yl)-4,4-difluoro-3,3-dimethyl-3,4-dihydroisoquinoline